C(C)OC(COCCOCCCCCCOC=1C=C(C=CC1)[C@H](C)NC(=O)C=1C=C(C=CC1)NC1(CCN(CC1)C(=O)OC(C)(C)C)C1=NN=C(N1)C1=CC=NC=C1)=O (S)-tert-butyl 4-((3-((1-(3-((6-(2-(2-ethoxy-2-oxoethoxy)ethoxy)hexyl)oxy)phenyl)ethyl)carbamoyl)phenyl)amino)-4-(5-(pyridin-4-yl)-4H-1,2,4-triazol-3-yl)piperidine-1-carboxylate